ClC1=CC2=C(O[C@@H](CN(S2(=O)=O)CC2=CC(=CC=3C=COC32)C(CC(=O)O)C3=C(C2=C(N(N=N2)C)C=C3)Cl)CC)N=C1 3-(7-{[(4R)-8-Chloro-4-ethyl-1,1-dioxido-3,4-dihydro-2H-pyrido[2,3-b][1,4,5]oxathiazepin-2-yl]methyl}-1-benzofuran-5-yl)-3-(4-chloro-1-methyl-1H-benzotriazol-5-yl)propanoic acid